C(C)(C)(C)C1=CC(=C(C(=C1)C)NC1=CC=C(CN(C(C(C)(C)OC)=O)O)C=C1)C N-(4-((4-(tert-butyl)-2,6-dimethylphenyl)amino)benzyl)-N-hydroxy-2-methoxy-2-methylpropanamide